O1C[C@H](CCC1)O (3S)-tetrahydropyran-3-ol